C(C)(C)(C)OC(=O)N1CCC2(CO2)CC1 6-t-butoxycarbonyl-1-oxa-6-azaspiro[2.5]octane